C(C)(C)(C)OC(=O)N1CCN(CC1)C=1C2=C(N=C(N1)OC[C@H]1N(CCC1)CCCN=[N+]=[N-])C(=C(N=C2)Cl)F (S)-4-(2-((1-(3-azidopropyl)pyrrolidin-2-yl)methoxy)-7-chloro-8-fluoropyrido[4,3-d]pyrimidin-4-yl)piperazine-1-carboxylic acid tert-butyl ester